((trans)-4-methylcyclohexyl)acetamide hydrochloride Cl.C[C@@H]1CC[C@H](CC1)CC(=O)N